1,3-dimethyl-5-iodobenzene CC1=CC(=CC(=C1)I)C